N-((1S,3R)-3-((6-(1-((R)-tetrahydrofuran-3-yl)-1H-pyrazol-4-yl)pyrazolo[1,5-a]pyrazin-4-yl)oxy)cyclohexyl)but-2-ynamide O1C[C@@H](CC1)N1N=CC(=C1)C=1N=C(C=2N(C1)N=CC2)O[C@H]2C[C@H](CCC2)NC(C#CC)=O